(R)-6-(3-fluoro-5-(2-(pyrrolidin-2-yl)ethyl)phenethyl)-4-methylpyridin-2-amine FC=1C=C(CCC2=CC(=CC(=N2)N)C)C=C(C1)CC[C@H]1NCCC1